C12CCCC(CCC1)B2CCCCCP(C21CC3CC(CC(C2)C3)C1)C13CC2CC(CC(C1)C2)C3 (5-(9-borabicyclo[3.3.1]nonan-9-yl)pentyl)di(adamantan-1-yl)phosphane